FC=1C=C(C=C(C1)OCC(C)C)C1=CC=C(C(=N1)N1C(CC(C1)C)(C)C)C(=O)NS(=O)(=O)N1CC(CC1)NC 6-(3-Fluoro-5-isobutoxyphenyl)-N-[3-(methylamino)pyrrolidin-1-yl]sulfonyl-2-(2,2,4-trimethylpyrrolidin-1-yl)pyridin-3-carboxamid